5-(difluoromethyl)-7-[(3S,4R)-1-[(1R)-1-(2,6-dimethyl-4-pyridyl)ethyl]-4-methyl-3-piperidinyl]-[1,2,4]triazolo[1,5-a]pyrimidine FC(C1=NC=2N(C(=C1)[C@@H]1CN(CC[C@H]1C)[C@H](C)C1=CC(=NC(=C1)C)C)N=CN2)F